ClC1=CC(=C(C(=C1)F)NC=1N(C2=NC(=NC=C2N1)N[C@@H]1CCOCCC1)C1CCC(CC1)C(=O)N)F (1s,4s)-4-(8-(4-chloro-2,6-difluorophenylamino)-2-(oxepan-4-ylamino)-9H-purin-9-yl)cyclohexanecarboxamide